C1=C(SC=N1)C(=O)N The molecule is a 1,3-thiazole in which the only substituent is an aminocarbonyl group at position 5. It is a member of 1,3-thiazoles and a monocarboxylic acid amide.